N-(3,3-dimethylbutan-2-yl)heptane-1,7-diamine CC(C(C)NCCCCCCCN)(C)C